tert-Butyl (S)-2-((S)-2-((((9H-fluoren-9-yl)methoxy)carbonyl)amino)-3-phenylpropanamido)-6-diazo-5-oxohexanoate C1=CC=CC=2C3=CC=CC=C3C(C12)COC(=O)N[C@H](C(=O)N[C@H](C(=O)OC(C)(C)C)CCC(C=[N+]=[N-])=O)CC1=CC=CC=C1